COC(CCCCCCCCC\C=C/C=C)OC (3Z)-14,14-dimethoxy-1,3-tetradecadiene